CN1C(C(CCC1=O)N1C(C2=CC=C(C=C2C1=O)N1CCNCC1)=O)=O 4-[2-(1-methyl-2,6-dioxopiperidin-3-yl)-1,3-dioxo-2,3-dihydro-1H-isoindol-5-yl]piperazin